C(C=C)(=O)N1C[C@@H](CCC1)N1N=C(C=2C1=NC=NC2N)C2=CC=C(C1=C2OCO1)NC(=O)C1=CC=CC2=CC=CC=C12 (R)-N-(7-(1-(1-acryloylpiperidin-3-yl)-4-amino-1H-pyrazolo[3,4-d]pyrimidin-3-yl)benzo[d][1,3]dioxol-4-yl)-1-naphthamide